BrC1=C(C=C(C=C1OC)CCNCC1=CC=CC2=CC=CC=C12)OC 2-(4-bromo-3,5-dimethoxyphenyl)-N-[(naphthalen-1-yl)-methyl]ethan-1-amine